(3-fluoro-1-(piperidin-4-yl)azetidin-3-yl)methanol hydrochloride Cl.FC1(CN(C1)C1CCNCC1)CO